methyl 1-[(2-cyanophenyl) methyl]-1,2,4-triazole-3-carboxylate C(#N)C1=C(C=CC=C1)CN1N=C(N=C1)C(=O)OC